N=1C=CCC(C1)=O 5-pyridone